3-bromo-4-(4-chlorobenzyl)-2,5-dimethylthiophene BrC1=C(SC(=C1CC1=CC=C(C=C1)Cl)C)C